N1(C=CC2=CC=CC=C12)C1=NC(=NC=C1)NC=1C(=CC(=C(C1)NC(\C=C\CC)=O)N(C)CCN(C)C)OC (E)-N-(5-((4-(1H-Indol-1-yl)pyrimidin-2-yl)amino)-2-((2-(dimethylamino)ethyl)(methyl)amino)-4-methoxyphenyl)pent-2-enamide